C(C)NCCCCC N-ethyl-N-pentylamine